picolinium [NH+]1=C(C=CC=C1)C